1-[3-(1-hydroxyethyl)-6-[5-[(6-methylpyridazin-3-yl)amino]benzimidazol-1-yl]-2-pyridyl]-3-methyl-pyrazole-4-carbonitrile OC(C)C=1C(=NC(=CC1)N1C=NC2=C1C=CC(=C2)NC=2N=NC(=CC2)C)N2N=C(C(=C2)C#N)C